CS(C1=C2C(C([C@@H](C2=C(C=C1)F)F)(F)F)=O)=NC#N [methyl-[(1R)-1,2,2,7-tetrafluoro-3-oxo-indan-4-yl]-λ4-sulfanylidene]cyanamide